FC(C1=NN(C=C1C1=C2CCN(C(C2=CC(=C1)CCN(C)CC)=O)C(C)C=1C=NC(=C(C1)OC)F)C)F 5-(3-(difluoromethyl)-1-methyl-1H-pyrazol-4-yl)-7-(2-(ethyl(methyl)amino)ethyl)-2-(1-(6-fluoro-5-methoxypyridin-3-yl)ethyl)-3,4-dihydroisoquinolin-1(2H)-one